N1(CCC1)CC(C(=O)N[C@H]1CN(CCC1)C1=NC=C(C=N1)C(C1=CC=C(C=C1)C1=CC2=C(N=CN=C2N2CCOCC2)N1)O)=C 2-(azetidin-1-ylmethyl)-N-((3R)-1-(5-(hydroxy(4-(4-morpholino-7H-pyrrolo[2,3-d]pyrimidin-6-yl)phenyl)methyl)pyrimidin-2-yl)piperidin-3-yl)acrylamide